C(C1=CC=CC=C1)O[C@@H]1[C@@H](CO[C@@H]([C@@H]1OCC1=CC=CC=C1)COCC1=CC=CC=C1)CCN 2-((3R,4R,5R,6R)-4,5-bis(benzyloxy)-6-((benzyloxy)methyl)tetrahydro-2H-pyran-3-yl)ethan-1-amine